COC1=CC=C(C=N1)NC(OCC(C)OC1=CC2=C(N=C(S2)C2=C3N=CC(=NC3=CC(=C2)C)OC)C(=C1F)Cl)=O 2-((4-chloro-5-fluoro-2-(2-methoxy-7-methylquinoxalin-5-yl)benzo[d]thiazol-6-yl)oxy)propyl (6-methoxypyridin-3-yl)carbamate